FC1=CC=C(C=C1)C=CC(=O)C1=C(C(=C(C=C1)O)O)O 3-(4-fluorophenyl)-1-(2,3,4-trihydroxyphenyl)prop-2-en-1-one